FC=1C(=CC(=C(C(=O)OC)C1)NC1=C(C=C(C=C1)F)C=O)C(F)(F)F Methyl 5-fluoro-2-((4-fluoro-2-formylphenyl)amino)-4-(trifluoromethyl)-benzoate